Ethylene Glycol MonoHexyl Ether C(CCCCC)OCCO